CN(CCN1N=CC(=C1)CN(C[C@@H](CCCCCCCC)O)C[C@@H](CCCCCCCC)O)C (2R,2'R)-1,1'-(((1-(2-(dimethylamino)ethyl)-1H-pyrazol-4-yl)methyl)azanediyl)bis(decan-2-ol)